2-((3-hydroxy-7-methoxy-1,2,3,4-tetrahydro-9H-carbazol-9-yl)methyl)benzoic acid OC1CCC=2N(C3=CC(=CC=C3C2C1)OC)CC1=C(C(=O)O)C=CC=C1